3,5-dimethyl-4-aminomethyl-isoxazole (2-(3,4-dihydroxyphenyl)acetoxyl)-3-hydroxypropyl-methacrylate OC=1C=C(C=CC1O)CC(OC(=C(C(=O)O)C)CCCO)=O.CC1=NOC(=C1CN)C